pentaerythritol tetrakis[β-(3,5-di-tert-butyl-4-hydroxyphenyl) propionate] C(C)(C)(C)C=1C=C(C=C(C1O)C(C)(C)C)CCC(=O)OCC(COC(CCC1=CC(=C(C(=C1)C(C)(C)C)O)C(C)(C)C)=O)(COC(CCC1=CC(=C(C(=C1)C(C)(C)C)O)C(C)(C)C)=O)COC(CCC1=CC(=C(C(=C1)C(C)(C)C)O)C(C)(C)C)=O